CC1=CC=C(C=C1)S(=O)(=O)[O-].C(#N)C1N(CCC1)C(C[NH3+])=O 2-(2-cyanopyrrolidin-1-yl)-2-oxoethanaminium 4-methylbenzenesulfonate